(S)-N-(1-cyanocyclopropyl)-4-fluoro-4-methyl-2-(((S)-2,2,2-trifluoro-1-(8-fluorodibenzo[b,d]furan-3-yl)ethyl)amino)pentanamide C(#N)C1(CC1)NC([C@H](CC(C)(C)F)N[C@H](C(F)(F)F)C=1C=CC2=C(OC3=C2C=C(C=C3)F)C1)=O